[Li].[Fe].[Ni].BrC1=CC(=NC(=C1)OC(F)F)NS(=O)(=O)CCC N-(4-bromo-6-(difluoromethoxy)pyridin-2-yl)propane-1-sulfonamide nickel-iron lithium